C(CCCCC)OCOCCCC(CC(CC(CC(CC(CC(CC(CCCBr)C)C)C)C)C)C)C 19-bromo-4,6,8,10,12,14,16-heptamethylnonadecyl hexyloxymethyl ether